2-(4-bromophenyl)-1-(1-methylazetidin-3-yl)-4-(trifluoromethyl)-1H-imidazole BrC1=CC=C(C=C1)C=1N(C=C(N1)C(F)(F)F)C1CN(C1)C